2-cyclopentyl-4-(2-phenylpyrazolo[1,5-a]pyrimidin-7-yl)benzoic acid C1(CCCC1)C1=C(C(=O)O)C=CC(=C1)C1=CC=NC=2N1N=C(C2)C2=CC=CC=C2